2-amino-3,6-dibromobenzenethiol NC1=C(C(=CC=C1Br)Br)S